(1s,3s)-3-(2-cyclopropyl-1H-imidazol-1-yl)cyclobutyl ((7-chloro-2-(2,6-dioxopiperidin-3-yl)-4-fluoro-3-oxoisoindolin-5-yl)methyl)carbamate formate C(=O)O.ClC=1C=C(C(=C2C(N(CC12)[C@@H]1C(NC(CC1)=O)=O)=O)F)CNC(OC1CC(C1)N1C(=NC=C1)C1CC1)=O